C(C)C=1C=C(C=C(C1)CC)C1=C(C(=C2C=CC=CC2=C1)C1=CC(=CC2=CC=CC=C12)C1=CC(=CC(=C1)CC)CC)O (S)-3,3'-bis(3,5-diethylphenyl)-1,1'-binaphthol